4-((4-methoxy-5-(quinolin-6-yl)pyrrolo[2,1-f][1,2,4]triazin-2-yl)amino)bicyclo[2.2.1]heptan-1-ol COC1=NC(=NN2C1=C(C=C2)C=2C=C1C=CC=NC1=CC2)NC21CCC(CC2)(C1)O